5-(4-fluoro-1-isopropyl-2-methyl-1H-benzo[d]imidazol-6-yl)-N-(trans-3-morpholinocyclobutyl)pyrrolo[2,1-f][1,2,4]triazin-2-amine FC1=CC(=CC=2N(C(=NC21)C)C(C)C)C=2C=CN1N=C(N=CC12)N[C@@H]1C[C@H](C1)N1CCOCC1